(((2R,7aS)-2-fluorotetrahydro-1H-pyrrolizin-7a(5H)-yl)methoxy)-4-(((R)-3-hydroxypiperidin-1-yl) 5-methylpyrido[4,3-d]pyrimidin-7-yl)naphthalen-2-yldimethylcarbamate trifluoroacetate FC(C(=O)O)(F)F.F[C@@H]1C[C@@]2(CCCN2C1)COC(N(C(O)=O)C)C1=CC2=CC=CC=C2C(=C1)C1=CC=2N=C(N=CC2C(=N1)C)N1C[C@@H](CCC1)O